O(C1=CC=CC=C1)C=1C=C2C(=C(C=NC2=CC1)C=O)C=1C=NC(=NC1)C(F)(F)F 6-phenoxy-4-(2-(trifluoromethyl)pyrimidin-5-yl)quinoline-3-carbaldehyde